Cl.C(C#C)N[C@@H](C)C(=O)O Prop-2-yn-1-yl-L-alaninate hydrochloride